C(CCC)OC1=CC(=CC(=C1)N)N butanoxy-3,5-diaminobenzene